(E)-1-(3-bromophenyl)-2-phenyldiazene BrC=1C=C(C=CC1)\N=N\C1=CC=CC=C1